NC1=C(C=C(C=N1)NC(C(=O)N1[C@H](CC[C@@H](C1)C)C=1C=CC2=C(N=C(S2)C2CCN(CC2)CC(F)F)C1)=O)CC N-(6-amino-5-ethylpyridin-3-yl)-2-((2R,5S)-2-(2-(1-(2,2-difluoroethyl)piperidin-4-yl)benzo[d]thiazol-5-yl)-5-methylpiperidin-1-yl)-2-oxoacetamide